FC1=C(C(=CC=C1)F)N1N=C(C=C1)C(=O)N1CC2=CC=CC=C2C(C1)C=1C=NN(C1)C [1-(2,6-Difluorophenyl)pyrazol-3-yl]-[4-(1-methylpyrazol-4-yl)-3,4-dihydro-1H-isoquinolin-2-yl]methanone